The molecule is a monocarboxylic acid anion that is the conjugate base of N-acetyl-L-isoleucine, obtained by deprotonation of the carboxy group; major species at pH 7.3. It has a role as a human metabolite. It is a N-acyl-L-alpha-amino acid anion and a monocarboxylic acid anion. It is a conjugate base of a N-acetyl-L-isoleucine. CC[C@H](C)[C@@H](C(=O)[O-])NC(=O)C